3-[4-(thiophen-2-yl)-1H-1,2,3-triazol-1-yl]piperidine-2,6-dione S1C(=CC=C1)C=1N=NN(C1)C1C(NC(CC1)=O)=O